Cl.C1CNCCC12CCC(CC2)NC(OCC2=CC=CC=C2)=O benzyl (3-azaspiro[5.5]undec-9-yl)carbamate hydrochloride